[C@@H]1([C@@H](O)[C@H](O)[C@H](O)[C@@H](O1)C)OCCNC(CN(CC(=O)NCCCCCNC(OCC1=CC=CC=C1)=O)CC(NCCO[C@H]1[C@@H](O)[C@H](O)[C@H](O)[C@@H](O1)C)=O)=O Benzyl [5-(2-{bis[2-({2-[(α-L-fucopyranosyl)oxy]ethyl}amino)-2-oxoethyl]amino}acetamido)pentyl]carbamate